1,1',1''-(chlorosilylidyne)tris[benzene] Cl[Si](C1=CC=CC=C1)(C1=CC=CC=C1)C1=CC=CC=C1